2,7-bis[9,9-bis(4-methylphenyl)-fluoren-2-yl]-9,9-bis(4-methylphenyl)fluorene tert-butyl-(1-(6-chloropyridazin-3-yl)pyrrolidin-3-yl)(3,3-difluorocyclobutyl)carbamate C(C)(C)(C)OC(N(C1CC(C1)(F)F)C1CN(CC1)C=1N=NC(=CC1)Cl)=O.CC1=CC=C(C=C1)C1(C2=CC=CC=C2C=2C=CC(=CC12)C1=CC=2C(C3=CC(=CC=C3C2C=C1)C1=CC=2C(C3=CC=CC=C3C2C=C1)(C1=CC=C(C=C1)C)C1=CC=C(C=C1)C)(C1=CC=C(C=C1)C)C1=CC=C(C=C1)C)C1=CC=C(C=C1)C